CN(CC(=O)N[C@@H](CCC(N)=O)C(=O)O)C(C([C@H]1N(CCC1)C(CNC(=O)C1=CC=NC2=CC=CC=C12)=O)=O)=O.N1C=CC2=CC(=CC=C12)C=O 5-indoleformaldehyde Methyl-(2-oxo-2-((S)-1-((chinolin-4-carbonyl)glycyl)pyrrolidin-2-yl)acetyl)glycyl-L-glutaminat